N1C=CC=2C1=NC=C(C2)OC2=C(C(=O)O)C=CC(=C2)N2CCN(CC2)CC2=C(CC(CC2)(C)C)C21CC(C2)(C1)Cl 2-((1H-pyrrolo[2,3-b]pyridin-5-yl)oxy)-4-(4-((2-(3-chlorobicyclo[1.1.1]pentan-1-yl)-4,4-dimethylcyclohex-1-en-1-yl)methyl)piperazin-1-yl)benzoic acid